N-((S)-5,6-difluoro-1,3-dihydrospiro[indene-2,4'-piperidin]-1-yl)-2-methylpropane-2-sulfinamide FC=1C=C2CC3(CCNCC3)[C@@H](C2=CC1F)NS(=O)C(C)(C)C